3-((R)-3-(3-methyl-2-oxoimidazolidin-1-yl)piperidine-1-yl)-1,2,4-triazine-6-carboxamide CN1C(N(CC1)[C@H]1CN(CCC1)C=1N=NC(=CN1)C(=O)N)=O